1,3-dihydroxy-4-cyanophenol OC1(CC(=C(C=C1)C#N)O)O